[Cl-].C[NH+](CCC[Si](OC)(OC)OC)CCCCCCCCCCCCCCCCCC methyloctadecyl-[3-(trimethoxysilyl)propyl]ammonium chloride